N1=CC(=CC=C1)C=1SC(=CN1)C=O 2-(3-pyridyl)thiazole-5-carbaldehyde